COC=1C=C(C(=O)O)C=CC1OCC1=CC=C(C=C1)OC 3-methoxy-4-((4-methoxybenzyl)oxy)benzoic acid